8-bromo-2-(tritylamino)-3H-1-benzazepine BrC1=CC2=C(C=CCC(=N2)NC(C2=CC=CC=C2)(C2=CC=CC=C2)C2=CC=CC=C2)C=C1